O(O)C1(C(CCCC1)NS(=O)(=O)C1=CC=C(C=C1)C)C N-(2-Hydroperoxy-2-methylcyclohexyl)-4-methylbenzenesulfonamide